methyl 6,6-difluorohexahydro-1H-pyrrolizine-3-carboxylate FC1(CN2C(CCC2C1)C(=O)OC)F